5-(3-aminophenyl)-2,5-dimethyl-1,1-dioxo-1,2,4-thiadiazine NC=1C=C(C=CC1)C1(N=CN(S(C1)(=O)=O)C)C